BrC1=CC=C(C=C1)CC1CN(CC1)C(=O)OC(C)(C)C tert-butyl 3-[(4-bromophenyl)methyl]pyrrolidine-1-carboxylate